5-(4-((2-(3-ethylureido)-3-fluoropyridin-4-yl)methyl)piperazin-1-yl)-N,6-dimethylpicolinamide C(C)NC(NC1=NC=CC(=C1F)CN1CCN(CC1)C=1C=CC(=NC1C)C(=O)NC)=O